N-methyl-3-(trifluoromethyl)-6,7-dihydro-5H-thieno[3,2-b]pyran-6-amine hydrochloride Cl.CNC1CC2=C(OC1)C(=CS2)C(F)(F)F